ClC1=C(CNC=2C3=C(N=C(N2)SCCC)N(N=N3)[C@H]3C[C@H](C2C3OC(O2)(C)C)OCC)C=CC=C1 2-(((3S,4R,6S,6R)-6-(7-((2-chlorobenzyl)amino)-5-(propylsulfanyl)-3H-[1,2,3]Triazolo[4,5-d]Pyrimidin-3-yl)-2,2-dimethyltetrahydro-4H-cyclopenta[d][1,3]Dioxolan-4-yl)oxy)ethane